O[C@H](COC=1C=C(C=CC1)S(=O)(=O)NC)CNC1COC2(C1)CCN(CC2)S(=O)(=O)C2=CC1=C(OCCN1CC(C)C)C=C2 3-((2S)-2-hydroxy-3-(8-(4-isobutyl-3,4-dihydro-2H-benzo[b][1,4]oxazin-6-sulfonyl)-1-oxa-8-azaspiro[4.5]dec-3-ylamino)propoxy)-N-methylbenzenesulfonamide